BrC=1C=C(C=O)C=C(C1OCCOCCCO)Br 3,5-Dibromo-4-(2-(3-hydroxypropoxy)ethoxy)benzaldehyde